C(C)(C)N1CCN(CC1)C(=O)C=1C=NC=C(C1)C1=CC=CC=2N1N=CC2C(=O)N2CCCCC2 (4-Isopropylpiperazin-1-yl)(5-(3-(piperidine-1-carbonyl)pyrazolo[1,5-a]pyridin-7-yl)pyridin-3-yl)methanone